O=C1N(C2=C(OC1)C=CC=C2)CC(=O)NC2=NN=C(N2)C2=NC=CC=C2 2-(3-OXO-2H-BENZO[B][1,4]OXAZIN-4(3H)-YL)-N-(5-(PYRIDIN-2-YL)-4H-1,2,4-TRIAZOL-3-YL)ACETAMIDE